3-cyano-5-(methoxymethyl)-2-methyl-pyrazolo[1,5-a]pyrimidine-7-carboxylic acid C(#N)C=1C(=NN2C1N=C(C=C2C(=O)O)COC)C